3,4-dihydroxybenzyl butyrate C(CCC)(=O)OCC1=CC(=C(C=C1)O)O